5-chloro-1H-pyrrolo[3,2-b]Pyridine ClC1=CC=C2C(=N1)C=CN2